BrC1=CC(=C(C#N)C(=C1)C)OCC1CC1 4-Bromo-2-(cyclopropylmethoxy)-6-methylbenzonitrile